N-(3-methoxybenzyl)-5-(2-morpholinoethoxy)-N-(3-(pyrrolidin-1-yl)benzyl)pyridin-2-amine COC=1C=C(CN(C2=NC=C(C=C2)OCCN2CCOCC2)CC2=CC(=CC=C2)N2CCCC2)C=CC1